[Ca].[Ca].[Ca].[Ca].[Fe] iron tetracalcium